C[C@H]1CN(C2=C(C=CC=C12)C)S(=O)(=O)C=1C=NC(=CC1C)N1C=NC(=C1)C (3R)-3,7-dimethyl-1-[[4-methyl-6-(4-methylimidazol-1-yl)-3-pyridyl]sulfonyl]indoline